[bis(triFluoroacetoxy)iodo]benzene FC(C(=O)OI(OC(C(F)(F)F)=O)C1=CC=CC=C1)(F)F